C(C)(C)C1=CN=CC(=N1)NC=1C(=NOC1C1=CC=C(C(=N1)C)NC(=O)[C@@H]1[C@H](CCCC1)C(=O)O)C (1S,2S)-2-((6-(4-((6-isopropylpyrazin-2-yl)amino)-3-methylisoxazol-5-yl)-2-methylpyridin-3-yl)carbamoyl)cyclohexane-1-carboxylic acid